(R)-2-(2-ethoxy-3-fluoro-5-isopropylphenyl)-2-((R)-3-((5-(4-methoxy-5,6,7,8-tetrahydro-1,8-naphthyridin-2-yl)pentyl)oxy)pyrrolidin-1-yl)acetic acid C(C)OC1=C(C=C(C=C1F)C(C)C)[C@H](C(=O)O)N1C[C@@H](CC1)OCCCCCC1=NC=2NCCCC2C(=C1)OC